dodec-11-ynoic acid C(CCCCCCCCCC#C)(=O)O